(4-nitrophenyl)-5-phenylthiazol-2-amine [N+](=O)([O-])C1=CC=C(C=C1)C=1N=C(SC1C1=CC=CC=C1)N